N-Methyl-N-((1S,2S)-2-methyl-1-{(2S,5S)-4-oxo-2-{(1H-[1,2,3]triazol-4-ylmethyl)-carbamoyl}-1,2,4,5,6,7-hexahydro-azepino[3,2,1-hi]indol-5-ylcarbamoyl}-butyl)-malonamide CN(C(CC(=O)N)=O)[C@@H]([C@H](CC)C)C(N[C@H]1CCC=2C=CC=C3C[C@H](N(C23)C1=O)C(NCC=1N=NNC1)=O)=O